BrC=1C(=NC(=C(C1)N=CN(C)CC)C)OC=1C=C(C=CC1)S(=NC(C)=O)(=O)C N-((3-((3-Bromo-5-(((ethyl(methyl)amino)methylen)amino)-6-methylpyridin-2-yl)oxy)phenyl)(methyl)(oxo)-λ6-sulfaneyliden)acetamid